Methyl 1-(3,5-dimethoxybenzyl)-5-hydroxy-2-oxo-2,3-dihydro-1H-benzo[b]azepine-4-carboxylate COC=1C=C(CN2C3=C(C(=C(CC2=O)C(=O)OC)O)C=CC=C3)C=C(C1)OC